FC=1C=C(C=C2CC(NC12)=O)C1=NNC(CC1C)=O 7-fluoro-5-(4-methyl-6-oxo-1,4,5,6-tetrahydropyridazin-3-yl)indolin-2-one